rac-6-methyl-5-(piperidin-1-ylmethyl)-3-(pyrrolidin-3-yl)-5,6-dihydro-1,4,2-dioxazine CC1C(OC(=NO1)C1CNCC1)CN1CCCCC1